CC(=O)O.C(=O)OC methyl methanoate (methyl formate)